ClC=1N=CC2=C(C=CC(=C2C1)C(C)C)OCC=1C=NN(C1)C 3-Chloro-5-isopropyl-8-((1-methyl-1H-pyrazol-4-yl)methoxy)isoquinoline